(1R,3R)-2-(2,2-difluoroethyl)-1-(2-(4-(dimethoxymethyl)piperidin-1-yl)pyrimidin-5-yl)-3-methyl-2,3,4,9-tetrahydro-1H-pyrido[3,4-b]indole FC(CN1[C@@H](C=2NC3=CC=CC=C3C2C[C@H]1C)C=1C=NC(=NC1)N1CCC(CC1)C(OC)OC)F